I(=O)(=O)(=O)[O-].[K+] potassium periodate